C(#N)C1=CC=C(C=C1)N1CC(CC1=O)NC(=O)NC1=C(C=CC=C1)F 1-[1-(4-cyanophenyl)-5-oxopyrrolidin-3-yl]-3-(2-fluorophenyl)urea